C1(CCC1)OC1=C(C=CC(=C1F)F)[C@H]1[C@@H](O[C@@]([C@@H]1C)(C(F)(F)F)C)C(=O)NC1=CC(=NC=C1)C(=O)N 4-[[(2R,3S,4R,5S)-3-[2-(cyclobutoxy)-3,4-difluoro-phenyl]-4,5-dimethyl-5-(trifluoromethyl)tetrahydrofuran-2-carbonyl]amino]pyridine-2-carboxamide